2-(2-(difluoromethoxy)-7-methylquinoxalin-5-yl)-4-methyl-5-(1H-pyrazol-5-yl)thiazole 2-hydroxyethyl-(methacrylate) OCCOC(C(=C)C)=O.FC(OC1=NC2=CC(=CC(=C2N=C1)C=1SC(=C(N1)C)C1=CC=NN1)C)F